(2,2-difluorobenzo[d][1,3]Dioxol-5-yl)methylamine FC1(OC2=C(O1)C=CC(=C2)CN)F